3-amino-2-[(2-chloro-5-fluorophenyl)carbonyl]-5-[(2,2-difluoroethyl)amino]-6-methoxybenzene-1-carbonitrile NC=1C(=C(C(=C(C1)NCC(F)F)OC)C#N)C(=O)C1=C(C=CC(=C1)F)Cl